Cl.NCCC[C@@H](C(C)C)N1CC2(C1)CN(CC2)C=2N=CN=NC2OC2=C(C(=O)N(C(C)C)CC)C=C(C=C2)F (S)-2-((5-(2-(6-amino-2-methylhexan-3-yl)-2,6-diazaspiro[3.4]octan-6-yl)-1,2,4-triazin-6-yl)oxy)-N-ethyl-5-fluoro-N-isopropylbenzamide hydrochloride